COC(=O)C1(CCC2(C(=CC3=CC(=C(C=C23)F)F)Br)CC1)NC1=CC(=CC=C1)Cl (1s,4s)-2'-bromo-4-(3-chloroanilino)-5',6'-difluorospiro[cyclohexane-1,1'-indene]-4-carboxylic acid methyl ester